2-(((3S)-8-fluoro-6-(2-hydroxy-3-(piperazin-1-yl)propyl)-1-methyl-2-oxo-1,2,3,4,5,6-hexahydrobenzo[b][1,4]diazocine-3-yl)amino)-6-methyl-4-(trifluoromethyl)nicotinonitrile FC1=CC2=C(N(C([C@H](CCN2CC(CN2CCNCC2)O)NC2=C(C#N)C(=CC(=N2)C)C(F)(F)F)=O)C)C=C1